2-[6-[(2S)-2-Allylpyrrolidin-1-yl]-5-bromo-3-nitro-2-pyridyl]-5-[1-benzyloxy-1-(trifluoromethyl)pent-4-enyl]-1,3,4-oxadiazole C(C=C)[C@H]1N(CCC1)C1=C(C=C(C(=N1)C=1OC(=NN1)C(CCC=C)(C(F)(F)F)OCC1=CC=CC=C1)[N+](=O)[O-])Br